NCC(=O)N1CCC2(CC1)C=1C=CC(=NC1CN(C2)C2=C(C=C(C=C2)Cl)C(F)(F)F)C=2C(=NC=CC2)OCC 2-amino-1-[7-[4-chloro-2-(trifluoromethyl)phenyl]-2-(2-ethoxypyridin-3-yl)spiro[6,8-dihydro-1,7-naphthyridine-5,4'-piperidine]-1'-yl]ethanone